NC=1N=NC(=CC1N1CC2CCC(C1)N2C2=NC=C(C=N2)C2CCN(CC2)CC2=C(C=C(C=C2)N2C(NC(CC2)=O)=O)F)C2=C(C=CC=C2)O 1-(4-((4-(2-(3-(3-amino-6-(2-hydroxyphenyl)pyridazin-4-yl)-3,8-diazabicyclo[3.2.1]octan-8-yl)pyrimidin-5-yl)piperidin-1-yl)methyl)-3-fluorophenyl)dihydropyrimidine-2,4(1H,3H)-dione